1,3-Butylenglycol dimethacrylat Dimethacrylat C(C(=C)C)(=O)O.C(C(=C)C)(=O)O.C(C(=C)C)(=O)O.C(C(=C)C)(=O)O.C(CC(C)O)O